COC=1C(=NC=CN1)NCC(C)(O)C 1-((3-methoxypyrazin-2-yl)amino)-2-methylpropan-2-ol